CC1C(C(CCC1)C)C=C(C(=O)OCCC)C(=O)OCCC di-n-propyl (2,6-dimethylcyclohexylmethylene)malonate